(E)-4-((S)-3-(3,5-difluoro-4-((1R,3R)-2-(2-fluoro-2-methylpropyl)-3-methyl-2,3,4,9-tetrahydro-1H-pyrido[3,4-b]indol-1-yl)phenoxy)piperidin-1-yl)-N,N-dimethylbut-2-enamide FC=1C=C(O[C@@H]2CN(CCC2)C/C=C/C(=O)N(C)C)C=C(C1[C@H]1N([C@@H](CC2=C1NC1=CC=CC=C21)C)CC(C)(C)F)F